FC(=C(C(C(C(F)(F)F)(OC(=C(F)F)F)F)(F)F)F)F perfluoro(4-vinyloxy-4-methyl-1-butene)